dimethyl (4-(3-amino-6-(2-cyano-5-fluorophenyl)pyrazine-2-carboxamido)phenylsulfonyl)methylphosphonate NC=1C(=NC(=CN1)C1=C(C=CC(=C1)F)C#N)C(=O)NC1=CC=C(C=C1)S(=O)(=O)CP(OC)(OC)=O